O1CCN(CC1)C=1N=C2N=C(C=3COCC3N2N1)C1=C(C=C(C=C1)C(F)(F)F)O 2-(11-morpholino-4-oxa-1,8,10,12-tetrazatricyclo[7.3.0.02,6]dodeca-2(6),7,9,11-tetraen-7-yl)-5-(trifluoromethyl)phenol